C(C1=CC=CC=C1)(=O)C1C(C(=O)N(C1=O)O)C(C1=CC=CC=C1)=O dibenzoyl-N-hydroxysuccinimide